C[C@H]1N(CCC1)CC1=NC2=C(N1)C=CC(=C2)NC(=O)C2=CC=C(C(=O)O)C=C2 (R)-4-((2-((2-methylpyrrolidin-1-yl)methyl)-1H-benzo[d]imidazol-5-yl)carbamoyl)benzoic acid